(R)-1-(2-chloropyridin-3-yl)ethyl (4-(6-fluoro-5-(6-(trifluoromethyl)nicotinamido)pyridin-2-yl)-1-methyl-1H-1,2,3-triazol-5-yl)carbamate FC1=C(C=CC(=N1)C=1N=NN(C1NC(O[C@H](C)C=1C(=NC=CC1)Cl)=O)C)NC(C1=CN=C(C=C1)C(F)(F)F)=O